4-((2-(2-isopropylphenyl)-8-oxo-7,8-dihydro-9H-purin-9-yl)methyl)-N-(oxetan-3-yl)benzamide C(C)(C)C1=C(C=CC=C1)C1=NC=C2NC(N(C2=N1)CC1=CC=C(C(=O)NC2COC2)C=C1)=O